5-(4-((4-(4-(2-amino-9-chloro-10-oxo-10H-chromeno[3,2-b]pyridin-3-yl)phenyl)piperazin-1-yl)methyl)piperidin-1-yl)-2-(2,6-dioxopiperidin-3-yl)isoindoline-1,3-dione NC1=C(C=C2C(=N1)C(C=1C(=CC=CC1O2)Cl)=O)C2=CC=C(C=C2)N2CCN(CC2)CC2CCN(CC2)C=2C=C1C(N(C(C1=CC2)=O)C2C(NC(CC2)=O)=O)=O